C(CCCCCCCC)C1=CC=C(C=C1)OCCO ethylene glycol mono(4-nonylphenyl) ether